(3-(methacryloylamino)propyl)trimethyl-ammonium chloride [Cl-].C(C(=C)C)(=O)NCCC[N+](C)(C)C